C1[C@@H]([C@@H]([C@H](C(O1)OP(=O)(O)O)O)O)O L-arabinose 1-phosphate